OC1=CC=C([C@H]2OC3=C(C(=CC(=C3CC2)OC)OC)C)C=C1 (2S)-4'-hydroxy-5,7-dimethoxy-8-methylflavan